C(C1=CC=CC=C1)N(C1=C(C(=NC=N1)N[C@@H]1C(CN(CC1)C(=O)OC(C)(C)C)(F)F)[N+](=O)[O-])CC1=CC=CC=C1 tert-butyl (4S)-4-((6-(dibenzylamino)-5-nitropyrimidin-4-yl) amino)-3,3-difluoropiperidine-1-carboxylate